CN(C=1C=C(CN(C2=CC(=NC=C2)COCCN2CCOCC2)CC2=CC(=CC=C2)OC)C=CC1)C N-(3-(dimethylamino)benzyl)-N-(3-methoxybenzyl)-2-((2-morpholinoethoxy)methyl)pyridin-4-amine